S1C(=NC2=C1C=CC=C2)C(=O)N2[C@@H](CC1(CC1)CC2)C(=O)NC(C(C(=O)NC2CC2)O)C[C@H]2C(NCC2)=O 3-{[(5S)-6-(1,3-benzothiazole-2-carbonyl)-6-azaspiro[2.5]octan-5-yl]formamido}-N-cyclopropyl-2-hydroxy-4-[(3S)-2-oxopyrrolidin-3-yl]butanamide